NC=1C2=C(N=C(N1)[2H])C=CC(=N2)C=2C=C(C=CC2)C2=CC(=NN2)[C@]2(C(N(CC2)C)=O)O (R)-3-(5-(3-(4-aminopyrido[3,2-d]pyrimidin-6-yl-2-d)phenyl)-1H-pyrazol-3-yl)-3-hydroxy-1-methylpyrrolidin-2-one